4-(4-propenylpiperazin-1-yl)-6-cyclopropyl-8-methoxy-7-(5-methyl-1H-indazol-4-yl)-1-(((S)-1-methylpyrrolidin-2-yl)methyl)quinazolin-2(1H)-one C(=CC)N1CCN(CC1)C1=NC(N(C2=C(C(=C(C=C12)C1CC1)C1=C2C=NNC2=CC=C1C)OC)C[C@H]1N(CCC1)C)=O